chloro(p-cymene) ClC1=C(C=CC(=C1)C)C(C)C